5-(5,6-dimethylpyridin-3-yl)-3-(1-isopropyl-1H-benzo[d][1,2,3]triazol-5-yl)-1,2,4-oxadiazole CC=1C=C(C=NC1C)C1=NC(=NO1)C1=CC2=C(N(N=N2)C(C)C)C=C1